(1s,2s,5r)-1-hydroxy-2-isopropyl-5-methyl-N-[2-(m-tolyl)-2-oxo-ethyl]cyclohexanecarboxamide O[C@@]1([C@@H](CC[C@H](C1)C)C(C)C)C(=O)NCC(=O)C=1C=C(C=CC1)C